tert-butyl 4-(5-bromo-1-((2-(trimethylsilyl)ethoxy)methyl)-1H-pyrazolo[3,4-b]pyridin-3-yl)-3,6-dihydropyridine-1(2H)-carboxylate BrC=1C=C2C(=NC1)N(N=C2C=2CCN(CC2)C(=O)OC(C)(C)C)COCC[Si](C)(C)C